2-Di-tert-butylphosphino-3-methoxy-6-methyl-2',4',6'-triisopropyl-1,1'-biphenyl C(C)(C)(C)P(C1=C(C(=CC=C1OC)C)C1=C(C=C(C=C1C(C)C)C(C)C)C(C)C)C(C)(C)C